O=C1N(C(CCC1N1C(C2=CC=C(C=C2C1)O[C@@H]1CN(CCC1)C(=O)OC(C)(C)C)=O)=O)COCC[Si](C)(C)C tert-butyl (3S)-3-((2-(2,6-dioxo-1-((2-(trimethylsilyl)ethoxy)methyl)piperidin-3-yl)-1-oxoisoindolin-5-yl)oxy)piperidine-1-carboxylate